2-[3-(4,4-dimethylcyclohex-1-en-1-yl)-6-oxopyridazin-1(6H)-yl]-N-([1,2,4]triazolo[1,5-a]pyridin-6-yl)acetamide CC1(CC=C(CC1)C1=NN(C(C=C1)=O)CC(=O)NC=1C=CC=2N(C1)N=CN2)C